N[C@](C(=O)OC(C)C)(CC(C)(C)C)C1=CC(=C(C=C1)C#C)F isopropyl (R)-2-amino-2-(4-ethynyl-3-fluorophenyl)-4,4-dimethylvalerate